(methyl)amine hydrochloride salt Cl.CN